N-{4-[4-(2-Fluorophenyl)piperazin-1-yl]phenyl}-4-methoxybenzamid FC1=C(C=CC=C1)N1CCN(CC1)C1=CC=C(C=C1)NC(C1=CC=C(C=C1)OC)=O